tert-butyl 8-methoxy-4-[8-methyl-2-[4-(methylsulfamoylmethyl)anilino]-7-oxo-pyrido[2,3-d]pyrimidin-6-yl]-2,3-dihydroquinoxaline-1-carboxylate COC=1C=CC=C2N(CCN(C12)C(=O)OC(C)(C)C)C1=CC2=C(N=C(N=C2)NC2=CC=C(C=C2)CS(NC)(=O)=O)N(C1=O)C